CC(C=O)CC1=CC=C2C(=C1)OCO2 2-methyl-3-(4-methylenedioxyphenyl)propionaldehyde